3-(1-(2H-1,2,3-triazol-2-yl)cyclopropyl)-3-oxopropanenitrile N=1N(N=CC1)C1(CC1)C(CC#N)=O